CC(C)[C@@H]1NC[C@@H](NC1)CCS 2-[(2S,5S)-5-(propan-2-yl)piperazin-2-yl]ethane-1-thiol